(S*)-6-(5,6-Dimethoxy-1H-benzo[d]imidazol-2-yl)-2-ethyl-7-((1-(oxazol-4-yl)ethyl)amino)-2H-pyrazolo[4,3-b]pyridin-5(4H)-one COC1=CC2=C(NC(=N2)C2=C(C=3C(NC2=O)=CN(N3)CC)N[C@@H](C)C=3N=COC3)C=C1OC |o1:22|